(S)-chlorobenzol ClC1=CC=CC=C1